N-(3-(2-((3-fluoropyridin-4-yl)amino)-8,9-dihydroimidazo[1',2':1,6]pyrido[2,3-d]pyrimidin-6-yl)-4-methylphenyl)-4-(trifluoromethyl)picolinamide FC=1C=NC=CC1NC=1N=CC2=C(N1)N1C(C(=C2)C=2C=C(C=CC2C)NC(C2=NC=CC(=C2)C(F)(F)F)=O)=NCC1